C(C)(=O)N1CCC(CC1)C(=O)NC1=CC=C(C=C1)CNC1=NC(=NC=2N1N=CC2C(C)C)N[C@H](CO)CC (S)-1-Acetyl-N-(4-(((2-((1-hydroxybutan-2-yl)amino)-8-isopropylpyrazolo[1,5-a][1,3,5]triazin-4-yl)amino)methyl)phenyl)piperidine-4-carboxamide